CN(C)CCC1CCNCC1 N,N-dimethyl-2-(piperidin-4-yl)ethylamine